(S)-5-(4-((3-methoxypyrrolidin-1-yl)methyl)phenyl)-2-oxo-6-(trifluoromethyl)-1,2-dihydropyridine-3-carboxamide CO[C@@H]1CN(CC1)CC1=CC=C(C=C1)C=1C=C(C(NC1C(F)(F)F)=O)C(=O)N